C(CCCCCCC(=O)[O-])(=O)OCCCCCCCC octyl octanedioate